N1N=CC(=C1)CCNC1=NC(=NC(=C1C)C)C(=O)N1C(COCC1)C1=C(C=CC=C1)Cl (4-((2-(1H-pyrazol-4-yl)ethyl)amino)-5,6-dimethylpyrimidin-2-yl)(3-(2-chlorophenyl)morpholino)meth-anone